FC12CCC(CC1)(C2)\C=N/[S@](=O)C(C)(C)C (R,Z)-N-((4-fluorobicyclo[2.2.1]heptan-1-yl)methylene)-2-methylpropane-2-sulfinamide